2,4,6-tris(2-n-butoxyphenyl)-1,3,5-triazine C(CCC)OC1=C(C=CC=C1)C1=NC(=NC(=N1)C1=C(C=CC=C1)OCCCC)C1=C(C=CC=C1)OCCCC